FC(C(C(F)(F)F)(C1=CC(=C(N)C=C1)C(F)(F)F)F)(F)F 4-(PERFLUOROPROPANE-2-YL)-2-TRIFLUOROMETHYL-ANILINE